COC(CCN1C(NC=C(C1=O)C1=C(C(=CC=C1)F)Cl)=O)=O.[N+](=O)([O-])C(C1=NC(=NN1)\N=N\C1=NNC(=N1)C([N+](=O)[O-])([N+](=O)[O-])[N+](=O)[O-])([N+](=O)[O-])[N+](=O)[O-] (E)-1,2-bis(5-(trinitromethyl)-1H-1,2,4-triazol-3-yl)diazene Methyl-3-[5-(2-chloro-3-fluoro-phenyl)-2,6-dioxo-3,6-dihydro-2H-pyrimidin-1-yl]-propanoate